[2-(2-cyclopropyl-5-phenyl-1,3-thiazole-4-carbonyl)-2-azabicyclo[3.1.1]heptan-3-yl]methanol C1(CC1)C=1SC(=C(N1)C(=O)N1C2CC(CC1CO)C2)C2=CC=CC=C2